FC1=C(C=CC(=C1)O)C=1CCN(CC1)C(=O)OC(C)(C)C tert-butyl 4-(2-fluoro-4-hydroxy-phenyl)-3,6-dihydro-2H-pyridine-1-carboxylate